2-methyl-2-hydroxy-benzenesulfonic acid CC1(C(C=CC=C1)S(=O)(=O)O)O